(3R)-3-({2-[4-(trifluoromethoxy)phenyl][1,2,4]triazolo[1,5-c]quinazolin-5-yl}amino)pyrrolidin-2-one FC(OC1=CC=C(C=C1)C1=NN2C(=NC=3C=CC=CC3C2=N1)N[C@H]1C(NCC1)=O)(F)F